8-(3,5-dichlorophenyl)-N-[(4S)-3,4-dihydro-2H-chromen-4-yl]-4-(dimethylamino)quinoline-3-carboxamide ClC=1C=C(C=C(C1)Cl)C=1C=CC=C2C(=C(C=NC12)C(=O)N[C@H]1CCOC2=CC=CC=C12)N(C)C